1-(PROP-2-YN-1-YL)PIPERIDINE-4-CARBALDEHYDE C(C#C)N1CCC(CC1)C=O